ethoxytrimethylpropane C(C)OC(C(C)(C)C)C